BrC=1C=C(C(=NC1)[N+](=O)[O-])NC(C(=O)O)(C)NC(=O)OC(C)(C)C ((5-bromo-2-nitropyridin-3-yl)amino)-2-((tert-butoxycarbonyl)amino)propanoic acid